2-(2-methoxyethoxy)ethoxybenzyl alcohol COCCOCCOC(C1=CC=CC=C1)O